FC(OC1=C(C=CC=C1)S(=O)(=O)N)(F)F 2-(trifluoromethoxy)-benzene-sulfonamide